ClC=1C(=NC(=NC1)NC1CCOCC1)C1=CC=C2CN(C(C2=C1)=O)CC(=O)N[C@H]([C@H](C)O)C1=CC(=CC=C1)OC 2-(6-{5-chloro-2-[(oxacyclohex-4-yl)amino]pyrimidin-4-yl}-1-oxo-2,3-dihydro-1H-isoindol-2-yl)-N-[(1S,2S)-2-hydroxy-1-(3-methoxyphenyl)propyl]acetamide